MethoxyTetrahydropyran ethyl-iso-octanate C(C)OC(CCCCC(C)C)=O.COC1OCCCC1